NC=1C2=C(N=CN1)N(C(=C2C2=CC=C(C=C2)OC2=NC=CC(=N2)C)C2=C(C(=NN2C)NC(OC(C)(C)C)=O)C)C tert-butyl N-[5-(4-amino-7-methyl-5-[4-[(4-methylpyrimidin-2-yl)oxy]phenyl]pyrrolo[2,3-d]pyrimidin-6-yl)-1,4-dimethylpyrazol-3-yl]carbamate